(R)-ethyl 2-amino-6-bromo-4-((R)-1-cyano-2-ethoxy-2-oxoethyl)-4H-chromene-3-carboxylate NC=1OC2=CC=C(C=C2[C@H](C1C(=O)OCC)[C@@H](C(=O)OCC)C#N)Br